BrC1=C(C(=C(C(=O)N2[C@H](CN(CC2)C(=O)OC(C)(C)C)CO)C=C1F)F)Cl Tert-butyl (3R)-4-(4-bromo-3-chloro-2,5-difluorobenzoyl)-3-(hydroxymethyl)piperazine-1-carboxylate